5-[3-Fluoro-5-({(1S)-1-[(3S,4R)-3-fluoropiperidin-4-yl]ethyl}amino)-4-(trifluoromethoxy)phenyl]-1,3,4-oxadiazol-2(3H)-one FC=1C=C(C=C(C1OC(F)(F)F)N[C@@H](C)[C@@H]1[C@@H](CNCC1)F)C1=NNC(O1)=O